6-(2,2-difluoroethoxy)-N-(2-methylpyrimidin-5-yl)isoquinolin-1-amine FC(COC=1C=C2C=CN=C(C2=CC1)NC=1C=NC(=NC1)C)F